NC=1C(=C(C=C2C=C(N=CC12)NC(OC1CCC1)=O)C1=C(C2=C(OCCN2)N=C1)C)F Cyclobutyl (8-amino-7-fluoro-6-(8-methyl-2,3-dihydro-1H-pyrido[2,3-b][1,4]oxazin-7-yl)isoquinolin-3-yl)carbamate